N-[2-cyano-3-(3-methyl-4-oxo-quinazolin-6-yl)oxy-phenyl]cyclopentanesulfonamide C(#N)C1=C(C=CC=C1OC=1C=C2C(N(C=NC2=CC1)C)=O)NS(=O)(=O)C1CCCC1